C1(=CC=CC=C1)C1CN(CCC1)C1=CC=C(OC=2N=C(C3=C(N2)C=NC=C3)O)C=C1 2-[4-(3-phenyl-piperidin-1-yl)-phenoxy]-pyrido[3,4-d]pyrimidin-4-ol